O1C(OCC1)C1=C(C(=C(NCCCCCCCC)C(=C1F)F)F)F 4-(1,3-dioxolan-2-yl)-2,3,5,6-tetrafluoro-N-octylaniline